O1CCC2=C1C=C(C=C2)C(C)N2CCN(CC2)C2=NC=C(C=N2)S(=O)(C)=N (2-(4-(1-(2,3-dihydrobenzofuran-6-yl)ethyl)piperazin-1-yl)pyrimidin-5-yl)(imino)(methyl)-λ6-sulfanone